OC1=CC=C(C2=CC=CC=C12)C=O 4-Hydroxy-1-naphthaldehyd